2-(4-bromo-2-chlorophenoxy)tetrahydro-2H-pyran BrC1=CC(=C(OC2OCCCC2)C=C1)Cl